ClC1=NN(C=C1)CC=1C=NN(C1)CC1CC1 3-chloro-1-((1-(cyclopropylmethyl)-1H-pyrazol-4-yl)methyl)-1H-pyrazol